7-((adamantan-1-yl)amino)-N-(3-(2,6-dioxopiperidin-3-yl)-1-methyl-1H-indazol-7-yl)heptylamide C12(CC3CC(CC(C1)C3)C2)NC(CCCCCC[NH-])C=2C=CC=C3C(=NN(C23)C)C2C(NC(CC2)=O)=O